Cl.O=C1NC(CCC1N1C(C2=CC=C(C=C2C1=O)N1CCNCC1)=O)=O 2-(2,6-dioxopiperidin-3-yl)-5-(piperazin-1-yl)isoindoline-1,3-dione hydrochloride